N-((1R,3R)-3-(9-(1-isopropyl-1H-indazol-5-yl)-8-(1-methyl-1H-pyrazol-4-yl)-2-oxo-2,3,4,7-tetrahydro-1H-pyrrolo[3',2':5,6]pyrido[4,3-d]pyrimidin-1-yl)cyclopentyl)methanesulfonamide C(C)(C)N1N=CC2=CC(=CC=C12)C1=C(NC2=C1C=1N(C(NCC1C=N2)=O)[C@H]2C[C@@H](CC2)NS(=O)(=O)C)C=2C=NN(C2)C